3-(2-fluoro-4-methyl-phenyl)-4-[4-[(3S)-1-(3-fluoropropyl)pyrrolidin-3-yl]oxyphenyl]-2H-thiochromene-7-carboxylic acid FC1=C(C=CC(=C1)C)C=1CSC2=CC(=CC=C2C1C1=CC=C(C=C1)O[C@@H]1CN(CC1)CCCF)C(=O)O